((3S,5S)-1,1-difluoro-6-((5-methoxy-7-methyl-indol-4-yl)methyl)-6-azaspiro[2.5]octan-5-yl)benzoic acid FC1(C[C@]12C[C@H](N(CC2)CC2=C1C=CNC1=C(C=C2OC)C)C2=C(C(=O)O)C=CC=C2)F